(terphenylyl)(dibenzothiophene) C1(=C(C=CC=C1)C1=CC=CC=2SC3=C(C21)C=CC=C3)C=3C(=CC=CC3)C3=CC=CC=C3